S1C=NC(=C1)N1N=C(C=C1)CC(=O)O 2-[1-(1,3-thiazol-4-yl)-1H-pyrazol-3-yl]acetic acid